6-(8-(benzo[d]thiazol-2-ylcarbamoyl)-3,4-dihydroisoquinolin-2(1H)-yl)-3-(1-((4,4-difluorocyclohexyl)methyl)-5-methyl-1H-pyrazol-4-yl)picolinic acid tert-butyl ester C(C)(C)(C)OC(C1=NC(=CC=C1C=1C=NN(C1C)CC1CCC(CC1)(F)F)N1CC2=C(C=CC=C2CC1)C(NC=1SC2=C(N1)C=CC=C2)=O)=O